OC1CCC2C3C(CC4=CC(CCC4(C3=CCC12C)C)=O)C(CO)=O 17-hydroxy-l-7-(2-hydroxyacetyl)-10,13-dimethyl-1,2,6,7,8,10,12,13,14,15,16,17-dodecahydro-3H-cyclopenta[a]phenanthren-3-one